C(C)(C)(C)C1=CC(=CC(=C1O)C(C)(C)C)C 2,6-di-tert.Butyl-p-cresol